[N+](#[C-])CCCN(C)C 3-Isocyano-N,N-dimethylpropan-1-amine